N1(CCNCC1)C=CC(=O)N1CCN(CC1)C1=CC(=NC2=C(C(=C(C=C12)Cl)C1=CC=C(C2=C1N=C(S2)N)F)F)OC[C@H]2N(CCC2)C 4-(4-Piperazinylacryloylpiperazin-1-yl)-7-(2-Amino-7-Fluorobenzo[d]Thiazol-4-yl)-6-Chloro-8-Fluoro-2-(((S)-1-Methylpyrrolidin-2-Yl)Methoxy)Quinoline